C(#N)C1=C(C=CC=C1)[C@@H](CC)C=1C=NN(C1)CCOC (1R,2R)-1-(2-cyanophenyl)-1-(1-(2-methoxyethyl)-1H-pyrazol-4-yl)propan